O=C1C(=C(N=C2SCCCN21)C=2C=NC(=CC2)C(F)(F)F)C#N 6-oxo-8-[6-(trifluoromethyl)pyridin-3-yl]-2H,3H,4H,6H-pyrimido[2,1-b][1,3]thiazine-7-carbonitrile